O=C(C(=O)O)N(CC1=NC=C(C=C1)C(F)(F)F)C(C)C1=CC=NC=C1 2-oxo-2-((1-(pyridin-4-yl)ethyl)((5-(trifluoromethyl)pyridin-2-yl)methyl)amino)acetic acid